O[C@@]1(CC[C@@H]2[C@H]3CC[C@]4([C@H]([C@@H]3CC[C@@H]2C1)[C@H]1[C@@H]([C@@H]4C(CN4N=NN=C4)=O)C1)C)C 1-((2R,4aS,4bR,6aS,7S,7aS,8aR,8bR,8cR,10aR)-2-hydroxy-2,6a-dimethyloctadecahydrocyclopropa[4,5]cyclopenta[1,2-a]phenanthren-7-yl)-2-(1H-tetrazol-1-yl)ethan-1-one